[NH3+][C@@]1(CCC2=CC=CC=C12)OCC#CC1=CC=C(C=C1)C#CCOC1CC2=CC=CC=C2C1 (1S,2R)-2-({3-[4-(3-{[(1S,2R)-1-Ammonio-2,3-dihydro-1H-indenyl]oxy}prop-1-yn-1-yl)phenyl]prop-2-yn-1-yl}oxy)-2,3-dihydro-1H-inden